CC1=NN(C=C1)C=C 3-Methyl-1-vinylpyrazole